CN1N=C2N=CC(=CC2=C1)C=1N=CC2=C(N1)SC(=C2)C2(CC(C2)OC(F)(F)F)O cis-1-(2-(2-methyl-2H-pyrazolo[3,4-b]pyridin-5-yl)thieno[2,3-d]pyrimidin-6-yl)-3-(trifluoromethoxy)cyclobutanol